ClC1=C(NC)C=CC=C1Cl 2,3-dichloro-N-methylaniline